O=C1N(CCC(N1)=O)N1C(C2=CC=C(C=C2C1=O)CN1CC(C1)C1=CCOC2=CC(=CC=C12)F)=O 2-(2,4-dioxotetrahydropyrimidin-1(2H)-yl)-5-((3-(7-fluorochromen-4-yl)azetidin-1-yl)methyl)isoindoline-1,3-dione